OC(CN(CCCCC1C(NC(C(N1)=O)CCCCN(CC(CCCCCCC=CCC=CCCCCC)O)CC(CCCCCC\C=C/C\C=C/CCCCC)O)=O)CC(CCCCCC\C=C/C\C=C/CCCCC)O)CCCCCC\C=C/C\C=C/CCCCC 3,6-bis[4-[bis[(9Z,12Z)-2-hydroxy-9,12-octadecadien-1-yl]amino]butyl]-2,5-piperazinedione